NC1=C(C=CC(=C1F)NCC1=CC=C(C=C1)C(F)(F)F)NC([C@@H]([C@@H](CCCC)F)F)=O (2S,3R)-N-(2-Amino-3-fluoro-4-((4-(trifluoromethyl)benzyl)amino)phenyl)-2,3-difluoroheptanamid